6-(difluoromethyl)-5-[7-[(3R)-1-methyl-3-piperidyl]imidazo[4,5-c]pyridazin-3-yl]benzofuran-4-ol FC(C=1C=C2C(C=CO2)=C(C1C1=CC2=C(N=N1)N(C=N2)[C@H]2CN(CCC2)C)O)F